2-[6-bromo-4-(difluoromethoxy)-1-oxophthalazin-2-yl]-N-(5-fluoropyrimidin-4-yl)acetamide BrC=1C=C2C(=NN(C(C2=CC1)=O)CC(=O)NC1=NC=NC=C1F)OC(F)F